C1(CC1)OCCN([C@H]1CN(CC1)[C@@H](C(=O)O)C1=C(C(=CC(=C1)C(C)C)F)OC)CCCCCC1=NC=2NCCCC2C=C1 (R)-2-((R)-3-((2-cyclopropoxyethyl)(5-(5,6,7,8-tetrahydro-1,8-naphthyridin-2-yl)pentyl)amino)pyrrolidin-1-yl)-2-(3-fluoro-5-isopropyl-2-methoxyphenyl)acetic acid